(3-Methoxy-4-methylphenyl)-4-(6-(methoxymethyl)-5-methyl-2-oxo-1,2-dihydroquinazolin-3(4H)-yl)cyclohexanecarboxamide COC=1C=C(C=CC1C)C1(CCC(CC1)N1C(NC2=CC=C(C(=C2C1)C)COC)=O)C(=O)N